(S)-8-bromo-7-(dibenzylamino)-4-methyl-3,4-dihydronaphthalen-1(2H)-one BrC=1C(=CC=C2[C@H](CCC(C12)=O)C)N(CC1=CC=CC=C1)CC1=CC=CC=C1